2-amino-2-deoxy-β-D-glucopyranosyl-(1→4)-N-acetylmuramic acid N[C@H]1[C@@H](O[C@@H]([C@H]([C@@H]1O)O)CO)O[C@H]1[C@@H]([C@H](C(O)O[C@@H]1CO)NC(C)=O)O[C@@H](C(=O)O)C